1,2-dimyristoyl-sn-glycero-3-phosphoryl-L-serine C(CCCCCCCCCCCCC)(=O)OC[C@@H](OC(CCCCCCCCCCCCC)=O)COP(=O)(O)OC[C@H](N)C(=O)O